(6-piperazin-1-yl-3-pyridinyl)hexahydropyrimidine-2,4-dione N1(CCNCC1)C1=CC=C(C=N1)N1C(NC(CC1)=O)=O